N1=CC=C(C=C1)OC[C@@H]1CN([C@@H](O1)C(F)(F)F)C1=CC(=C(C#N)C=C1)C(F)(F)F 4-((2S,5S)-5-((Pyridin-4-yloxy)methyl)-2-(trifluoromethyl)oxazolidin-3-yl)-2-(trifluoromethyl)benzonitril